3-methoxy-4-{[3-(4-{[(2R,4S,6S)-2,6-dimethyloxan-4-yl]amino}-1-(2,2,2-trifluoroethyl)-1H-indol-2-yl)prop-2-yn-1-yl]amino}benzene-1-sulfonamide COC=1C=C(C=CC1NCC#CC=1N(C2=CC=CC(=C2C1)NC1C[C@H](O[C@H](C1)C)C)CC(F)(F)F)S(=O)(=O)N